5-{2-[2-(7-bromo-2-chloroquinoline-8-sulfonamido)phenyl]ethynyl}pyridine-2-carboxylic acid BrC1=CC=C2C=CC(=NC2=C1S(=O)(=O)NC1=C(C=CC=C1)C#CC=1C=CC(=NC1)C(=O)O)Cl